N-[5-(1H-benzimidazol-2-yl)-1-[(4-methoxyphenyl)methyl]-pyrazol-3-yl]-4-methylsulfonyl-benzamide N1C(=NC2=C1C=CC=C2)C2=CC(=NN2CC2=CC=C(C=C2)OC)NC(C2=CC=C(C=C2)S(=O)(=O)C)=O